C(C)(=O)OC\C=C(\C(=O)NCCCCNC(\C=C\C1=CC=C(C=C1)O)=O)/C (E)-4-((4-((E)-3-(4-hydroxyphenyl)acrylamido)butyl)amino)-3-methyl-4-oxobut-2-en-1-yl acetate